(4-hydroxy-3-methylphenyl)-1,2,4-oxadiazole-5-carboxylic acid ethyl ester C(C)OC(=O)C1=NC(=NO1)C1=CC(=C(C=C1)O)C